C1(=C(C(=CC(=C1)C)C)[S+](C1=CC=CC=C1)C1=CC=CC=C1)C Mesityl-Diphenylsulfonium